C(C1=CC=CC=C1)C1=C(C(=NO1)C)CO (5-Benzyl-3-methylisoxazol-4-yl)methanol